OCCN1CCCC12CCN(CC2)C2(C(NC(NC2=O)=O)=O)C2=CC=C(C=C2)OC2=CC=C(C=C2)OC(F)(F)F 5-[1-(2-hydroxyethyl)-1,8-diazaspiro[4.5]decan-8-yl]-5-[4-[4-(trifluoromethoxy)phenoxy]phenyl]hexahydropyrimidine-2,4,6-trione